[2-(acryloyloxy)ethyl]benzyldimethylammonium C(C=C)(=O)OCC[N+](C)(C)CC1=CC=CC=C1